5-(4-bromo-3-chloro-5-methoxyphenyl)-1-methyl-1H-imidazole BrC1=C(C=C(C=C1OC)C1=CN=CN1C)Cl